2-oxaspiro[3.5]nonan-6-one C1OCC12CC(CCC2)=O